1,8-Diaza-bicyclo(5.4.0)undecen N12C=CCCCC2NCCC1